1-(3-ethynyl-3-hydroxyazetidin-1-yl)ethan-1-one C(#C)C1(CN(C1)C(C)=O)O